9-methoxypyrido[3',4':4,5]pyrimido[1,2-a]indol-5(11H)-one COC1=CC=2CC=3N(C2C=C1)C(C1=C(N3)C=NC=C1)=O